2-(4,4-difluoropiperidin-1-yl)-4-methyl-6-(1-(2-(4-methylpiperidin-1-yl)-4-nitrophenyl)-1H-pyrazol-4-yl)pyrimidine FC1(CCN(CC1)C1=NC(=CC(=N1)C)C=1C=NN(C1)C1=C(C=C(C=C1)[N+](=O)[O-])N1CCC(CC1)C)F